4-methoxypent-1-yn-3-amine hydrochloride Cl.COC(C(C#C)N)C